COC1=C(C=CC(=C1)OC)C1=CC=C(S1)C1=CC=C(C2=NSN=C21)C=2SC(=CC2)C2=C(C=C(C=C2)OC)OC 4,7-bis[5-(2,4-dimethoxyphenyl)-2-thienyl]benzo[c]1,2,5-thiadiazole